4-bromo-1-(2-methoxycyclohexyl)pyridin-2(1H)-one BrC1=CC(N(C=C1)C1C(CCCC1)OC)=O